O.O.O.O.[Fe](Cl)Cl Iron(II) chloride tetra-hydrate